3-(4-amino-1-oxo-2,3-dihydro-1H-isoindol-2-yl)hexahydropyridine-2,6-dione NC1=C2CN(C(C2=CC=C1)=O)C1C(NC(CC1)=O)=O